2-[(6-bromo-3-chloro-5-fluoro-2-pyridinyl)oxy]phenol BrC1=C(C=C(C(=N1)OC1=C(C=CC=C1)O)Cl)F